[C@@H]1([C@H](O)[C@@H](O)[C@H](O)[C@H](O1)CO)O[C@@H]1CC(=O)OC1 (R)-3-beta-D-Glucopyranosyloxybutanolide